CC1(OC=2C=C(C(=C(C2C2C1CCC(=C2)C)O)C=2C=NC=CC2)CCCCC)C 6,6,9-trimethyl-3-pentyl-2-(pyridin-3-yl)-6a,7,8,10a-tetrahydro-6H-benzo[c]chromen-1-ol